Cl.Cl.ClC1=C(C=CC=C1Cl)N1CCC(CC1)N[C@@H]1CC2=C(N=C(S2)N)CC1 (S)-N6-(1-(2,3-dichlorophenyl)piperidin-4-yl)-4,5,6,7-tetrahydrobenzo[d]thiazole-2,6-diamine dihydrochloride